N-(3-(5-(2-chloro-4-methoxyphenyl)-1H-pyrrolo[2,3-b]pyridine-3-carbonyl)-2,4-difluorophenyl)propane-1-sulfonamide ClC1=C(C=CC(=C1)OC)C=1C=C2C(=NC1)NC=C2C(=O)C=2C(=C(C=CC2F)NS(=O)(=O)CCC)F